BrC1=CC(=C(C=C1Cl)S(=O)(=O)N(C=1SC=CN1)CC1=CC=C(C=C1)OC)F 4-bromo-5-chloro-2-fluoro-N-(4-methoxybenzyl)-N-(thiazol-2-yl)benzenesulfonamide